1-(4-Methoxybenzyl)-2-oxo-N-(2,3,5,6-tetrafluoro-4-(thiophen-2-yl)phenyl)-1,2-dihydropyrazolo[1,5-a]pyridine-3-carboxamide COC1=CC=C(CN2C(C(=C3N2C=CC=C3)C(=O)NC3=C(C(=C(C(=C3F)F)C=3SC=CC3)F)F)=O)C=C1